C1(CCCCC1)C1=C(C(=CC(=C1)[C@H]1NCCC1)F)C=1N=C2SC3=C(N2C1)C=CC(=C3)C(=O)NCCCN3CCC(CC3)F (S)-2-(2-cyclohexyl-6-fluoro-4-(pyrrolidin-2-yl)phenyl)-N-(3-(4-fluoropiperidin-1-yl)propyl)benzo[d]imidazo[2,1-b]thiazole-7-carboxamide